NC=1C(=C2C(=C(N(C2=CC1C(=O)OC)CC(F)(F)F)C)C#N)Br methyl 5-amino-4-bromo-3-cyano-2-methyl-1-(2,2,2-trifluoroethyl)indole-6-carboxylate